((1s,3s)-3-Hydroxy-3-methylcyclobutyl)(6-(2-isopropyl-3-(trifluoromethyl)benzyl)-2-azaspiro[3.3]heptan-2-yl)methanone OC1(CC(C1)C(=O)N1CC2(C1)CC(C2)CC2=C(C(=CC=C2)C(F)(F)F)C(C)C)C